N-((cis)-3-(5-Chloro-2-cyanophenyl)cyclobutyl)-1-((S)-1-(2-cyclopropylimidazo[1,2-a]pyridin-6-yl)ethyl)-1H-1,2,3-triazole-4-carboxamide ClC=1C=CC(=C(C1)[C@H]1C[C@H](C1)NC(=O)C=1N=NN(C1)[C@@H](C)C=1C=CC=2N(C1)C=C(N2)C2CC2)C#N